FC(N1C2=NC(=NC(=C2N=C1C1=CC=NC=C1)N1CCOCC1)C1=NC(=NC=C1)C1=CC=CC=C1)F 4-(9-(difluoromethyl)-2-(2-phenylpyrimidin-4-yl)-8-(pyridin-4-yl)-9H-purin-6-yl)morpholine